trans-3-((4-Methoxy-5-(quinolin-6-yl)pyrrolo[2,1-f][1,2,4]triazin-2-yl)amino)-N,N,1-trimethylcyclobutane-1-carboxamide COC1=NC(=NN2C1=C(C=C2)C=2C=C1C=CC=NC1=CC2)NC2CC(C2)(C(=O)N(C)C)C